O1C(CCCC1)N1N=CC=2C1=CN=C(C2)[Sn](CCCC)(CCCC)CCCC 1-(tetrahydro-2H-pyran-2-yl)-5-(tri-n-butylstannyl)-1H-pyrazolo[3,4-c]pyridine